N1(CCCCC1)C(=O)C=1C=C2C=CC=C(C2=CC1)C1=CC=2N(C=C1)C(NN2)=O 7-(6-(piperidine-1-carbonyl)naphthalen-1-yl)-[1,2,4]triazolo[4,3-a]pyridin-3(2H)-one